C(CCCCCCCCC)(=O)N(C)CC(=O)O decanoyl-L-sarcosine